C[Si](O[Si](C)(C)C)(C)C Hexamethyl-disiloxan